C1=CC=NC=2C3=C(C4=NC5=C(C=6C(C(=C5N=C4C21)C2=CC=C(N(C1=CC=C(C=C1)OCCCCCCCC)C1=CC=C(C=C1)OCCCCCCCC)C=C2)=NSN6)C6=CC=C(N(C2=CC=C(C=C2)OCCCCCCCC)C2=CC=C(C=C2)OCCCCCCCC)C=C6)C=CC=N3 4,4'-(Dipyrido[3,2-a:2',3'-c][1,2,5]thiadiazolo[3,4-i]phenazine-10,14-diyl)bis(N,N-bis(4-(octyloxy)phenyl)aniline)